(3S,4S)-1-(4-(1-((S)-2-(3-heptylureido)-3-(hexylamino)-3-oxopropyl)-1H-imidazol-4-yl)benzoyl)-N3,N4-bis((1S,2R)-2-phenylcyclopropyl)pyrrolidine-3,4-dicarboxamide C(CCCCCC)NC(N[C@@H](CN1C=NC(=C1)C1=CC=C(C(=O)N2C[C@H]([C@@H](C2)C(=O)N[C@@H]2[C@H](C2)C2=CC=CC=C2)C(=O)N[C@@H]2[C@H](C2)C2=CC=CC=C2)C=C1)C(=O)NCCCCCC)=O